C1N(CC2=CC=CC=C12)CC=1C=CC(=C(C#N)C1)N1CCC2(CN(C2)S(=O)(=O)C)CC1 5-(isoindolin-2-ylmethyl)-2-(2-(methylsulfonyl)-2,7-diazaspiro[3.5]nonan-7-yl)benzonitrile